O(C1=CC=CC=C1)CCCCOC(C=C)=O acrylic acid-4-phenoxybutyl ester